tert-butyl 4-(4-(tert-butoxycarbonyl) piperazin-1-yl)-2-chloro-7H-pyrrolo[2,3-H]quinazoline-7-carboxylate C(C)(C)(C)OC(=O)N1CCN(CC1)C1=NC(=NC2=C3C(=CC=C12)N(C=C3)C(=O)OC(C)(C)C)Cl